benzyl (R)-2-(benzyloxy)-4-(N-(4-cyclohexylbenzyl)-1-((perfluorophenyl)sulfonyl)azetidine-2-carboxamido)benzoate C(C1=CC=CC=C1)OC1=C(C(=O)OCC2=CC=CC=C2)C=CC(=C1)N(C(=O)[C@@H]1N(CC1)S(=O)(=O)C1=C(C(=C(C(=C1F)F)F)F)F)CC1=CC=C(C=C1)C1CCCCC1